N,N'''-ditertbutyl-N,N',N'',N'''-tetramethyl(triethylenetetramine) C(C)(C)(C)N(CCN(CCN(CCN(C)C(C)(C)C)C)C)C